2-(2-(ethylsulfonyl)-7-(1-methyl-3-(trifluoromethyl)-1H-pyrazol-5-yl)pyrazolo[1,5-a]pyrimidin-3-yl)-7-(trifluoromethyl)imidazo[1,2-c]pyrimidine C(C)S(=O)(=O)C1=NN2C(N=CC=C2C2=CC(=NN2C)C(F)(F)F)=C1C=1N=C2N(C=NC(=C2)C(F)(F)F)C1